N1=C(NC2=C1C=CC=C2)C=2C(OC1=CC(=CC=C1C2)N(CCCC)CCCC)=O 3-(2-benzimidazolyl)-7-(di-n-butylamino)coumarin